COCO[C@H](C([C@H](CCO)O[Si](CC)(CC)CC)(C)C)C\C=C\C (3S,5S,E)-5-(methoxymethoxy)-4,4-dimethyl-3-((triethylsilyl)oxy)non-7-en-1-ol